FC([C@@H]1CC=2C=3C(=N[C@H](C4=NC(=NN4C3SC2C1)C(=O)NCCO)C)C1=C(C=CC=C1F)F)F (7S,13R)-13-(difluoromethyl)-9-(2,6-difluorophenyl)-N-(2-hydroxyethyl)-7-methyl-16-thia-2,3,5,8-tetrazatetracyclo[8.6.0.02,6.011,15]hexadeca-1(10),3,5,8,11(15)-pentaene-4-carboxamide